C1(CCCC1)N1C(N(C=2C1=C1C(=NC2)NC(=C1C=1CCOCC1)C1=CC=C(C=C1)CN1CCC(CC1)S(=O)(=O)C)C)=O 1-cyclopentyl-8-(3,6-dihydro-2H-pyran-4-yl)-3-methyl-7-(4-((4-(methylsulfonyl)piperidin-1-yl)methyl)phenyl)-3,6-dihydroimidazo[4,5-d]pyrrolo[2,3-b]pyridin-2(1H)-one